FC1=C(C(=CC=C1)F)C(/C=C/C1=CC(=C(OCC(=O)O)C=C1)OC)=O 2-[4-[(E)-3-(2,6-Difluorophenyl)-3-oxoprop-1-enyl]-2-methoxyphenoxy]acetic acid